FC1(CCC(CC1)C1=NC=CC(=C1NC(=O)C=1C=NC(=NC1)OCCOC)C1=C(C=CC(=C1)F)F)F N-(2-(4,4-difluorocyclohexyl)-4-(2,5-difluorophenyl)pyridin-3-yl)-2-(2-methoxyethoxy)pyrimidine-5-carboxamide